2-cyano-7-(4-cyanophenyl)-N-(tetrahydro-2H-pyran-4-yl)isoindoline-5-carboxylic acid amide C(#N)N1CC2=C(C=C(C=C2C1)C(=O)NC1CCOCC1)C1=CC=C(C=C1)C#N